NC1=NC=CC(=N1)OC1=C(C=C(C=C1)N1C(N(CC1=O)C1=CC(=C(C=C1)N1CCOCC1)C(F)(F)F)=O)CC 3-{4-[(2-amino-4-pyrimidinyl)oxy]-3-ethylphenyl}-1-[4-(4-morpholinyl)-3-(trifluoromethyl)phenyl]-2,4-imidazolidinedione